O=C(CCC(=O)O)C 4-Oxovaleric acid